OC1=CC=C(C=C1)N1C(=C(C2=CC=CC=C12)C(=O)N)\C=C\C 1-(4-Hydroxy-phenyl)-2-((E)-propenyl)-1H-indole-3-carboxylic acid, amide